COC1=CC=C(C=C1)C1=C(CCl)C=CC=C1 2-(4-methoxyphenyl)benzyl chloride